FC(C1=CC=C(C=N1)C1=CN(C=C1)C12CC(C1)(C2)NC(OC(C)(C)C)=O)(F)F tert-butyl (3-{3-[6-(trifluoromethyl)pyridin-3-yl]-1H-pyrrol-1-yl}bicyclo[1.1.1]pentan-1-yl)carbamate